FC1=CC2=C(N(C(N=C2N2[C@H](CN(CC2)C(C=C)=O)C)=O)C=2C(=NC=NC2C(C)C)C)N=C1C1=C(C=CC=C1O)F 6-fluoro-7-(2-fluoro-6-hydroxyphenyl)-1-(4-methyl-6-(2-propanyl)-5-pyrimidinyl)-4-((2S)-2-methyl-4-(2-propenoyl)-1-piperazinyl)pyrido[2,3-d]pyrimidin-2(1H)-one